CC1(N(CCC1)C1=CC2=C(C(=N1)COC(NC)=O)CNC2=O)C ((6-(2,2-Dimethylpyrrolidin-1-yl)-1-oxo-2,3-dihydro-1H-pyrrolo[3,4-c]pyridin-4-yl) Methyl)(methyl)carbamate